1-{4-[4-({[4-(difluoromethoxy)phenyl]methyl}carbamoyl)-1H-1,2,3-triazol-1-yl]-3-fluorobutyl}-N-methyl-1H-1,2,3-triazole-4-carboxamide FC(OC1=CC=C(C=C1)CNC(=O)C=1N=NN(C1)CC(CCN1N=NC(=C1)C(=O)NC)F)F